C(#N)C=1C=CC(=C2C=CC=NC12)N1CC(CC(C1)C(F)(F)F)NC(CCC(=O)N)=O N-[1-(8-cyano-quinolin-5-yl)-5-trifluoromethyl-piperidin-3-yl]-succinamide